ClC=1C=C2C(=NC1O)C(=C(N2C)C2=NN=C(N2)C(F)(F)F)C=2C=NNC2 6-chloro-1-methyl-3-(1H-pyrazol-4-yl)-2-(5-(trifluoro-methyl)-4H-1,2,4-triazol-3-yl)-1H-pyrrolo[3,2-b]pyridin-5-ol